C(C)OC(=O)C=1N=C(SC1CCCOC1=C(C=C(C=C1)CN)F)N1CCCC2=C1N=NC(=C2C)NC=2SC1=C(N2)C=CC=C1 {3-[4-(aminomethyl)-2-fluorophenoxy]propyl}-2-{3-[(1,3-benzothiazol-2-yl)amino]-4-methyl-5H,6H,7H,8H-pyrido[2,3-C]pyridazin-8-yl}-1,3-thiazole-4-carboxylic acid ethyl ester